C[Si](C1C2CCC(C1)C2)(OCC)C 5-dimethylethoxysilylnorbornane